C(C)C=1C(C(C1NC1=C(C=CC=C1)Br)=O)=O 3-Ethyl-4-((2-bromophenyl)amino)cyclobut-3-ene-1,2-dione